4-chloro-N-(4-chlorophenyl)-3-(1,2,3,4-tetrahydroquinoline-1-carbonyl)benzenesulfonamide ClC1=C(C=C(C=C1)S(=O)(=O)NC1=CC=C(C=C1)Cl)C(=O)N1CCCC2=CC=CC=C12